C1(CCCCC1)NCCCCCCCSC1=C2CN(C(C2=CC(=C1)F)=O)C1C(NC(CC1)=O)=O 3-(4-((7-(cyclohexylamino)heptyl)thio)-6-fluoro-1-oxoisoindolin-2-yl)piperidine-2,6-dione